C(C1=CC=CC=C1)(=O)C1(C2=C(NC3=C(N1)C=C(C=C3)C)CCCC2=O)C 11-benzoyl-8,11-dimethyl-2,3,4,5,10,11-hexahydro-1H-dibenzo[b,e][1,4]diazepin-1-one